bis-[4-(phenylsulfonyloxy)-3-propyl-phenyl]urea C1(=CC=CC=C1)S(=O)(=O)OC1=C(C=C(C=C1)NC(NC1=CC(=C(C=C1)OS(=O)(=O)C1=CC=CC=C1)CCC)=O)CCC